acryloyloxyethyl-butylene glycol C(C=C)(=O)OCCC(CCCO)O